ethyl 1-{1-[4-chloro-4'-(4-ethylpiperazin-1-yl) [1,1'-biphenyl]-2-yl]piperidin-3-yl}-5-(difluoromethyl)-1H-pyrazole-4-carboxylate ClC1=CC(=C(C=C1)C1=CC=C(C=C1)N1CCN(CC1)CC)N1CC(CCC1)N1N=CC(=C1C(F)F)C(=O)OCC